1-(2-(2-(2-aminoethoxy)ethoxy)ethyl)-1H-1,2,3-triazol NCCOCCOCCN1N=NC=C1